tert-butyl 4-(5-(benzyloxy)-6-cyano-2-methylbenzofuran-3-carboxamido)-3,3-difluoropyrrolidine-1-carboxylate C(C1=CC=CC=C1)OC=1C(=CC2=C(C(=C(O2)C)C(=O)NC2C(CN(C2)C(=O)OC(C)(C)C)(F)F)C1)C#N